4-(((tert-butyldimethylsilyl)oxy)methyl)pyridin-2-amine [Si](C)(C)(C(C)(C)C)OCC1=CC(=NC=C1)N